COC(CC1COC2=C1C=CC(=C2)O)=O 2-(6-hydroxy-2,3-dihydro-1-benzofuran-3-yl)acetic acid methyl ester